C(CCC)(=O)N[C@H]1C(O)O[C@@H]([C@H]([C@@H]1O)O)COC([C@@H](NC(CN)=O)C(C)C)=O 2-N-butyryl-6-O-(N-(L-glycyl)-L-valinyl)-D-glucosamine